benzil diphenyl ketal C1(=CC=CC=C1)OC(C1=CC=CC=C1)(C(=O)C1=CC=CC=C1)OC1=CC=CC=C1